N1=C(N=CC=C1)SC=1N=CC(=NC1)N1CCC2(CC1)[C@@H](C1=CC(=CC=C1C2)C(F)(F)F)N (S)-1'-(5-(pyrimidin-2-ylthio)pyrazin-2-yl)-6-(trifluoromethyl)-1,3-dihydrospiro[indene-2,4'-piperidin]-1-amine